FC(C=1C(=C(C=CC1)[C@@H](C#C)NC=1C2=C(N=CN1)N(C(C(=C2)C2(CNCC2)OC)=O)C)F)F 4-{[(1R)-1-[3-(difluoromethyl)-2-fluorophenyl]prop-2-yn-1-yl]amino}-6-(3-methoxypyrrolidin-3-yl)-8-methyl-7H,8H-pyrido[2,3-d]pyrimidin-7-one